COC1=CC=2C3=C(C(=NC2C=C1OCCCN1CCCC1)NC)CC(N3)(C)C 8-methoxy-N,2,2-trimethyl-7-[3-(pyrrolidin-1-yl)propoxy]-1H,2H,3H-pyrrolo[3,2-c]quinolin-4-amine